5-methoxy-1-phenyl-3-styryl-1H-benzo[g]indazole COC=1C=C2C(=NN(C2=C2C1C=CC=C2)C2=CC=CC=C2)C=CC2=CC=CC=C2